ClC=1C=NC2=CC=C(C(=C2C1)C#N)C1=C(C=NN1C)C1=CC=C2C(NN=C(C2=C1)CNC(OC(C)(C)C)=O)=O tert-butyl N-[[7-[5-(3-chloro-5-cyano-6-quinolyl)-1-methyl-pyrazol-4-yl]-4-oxo-3H-phthalazin-1-yl] methyl]carbamate